ClC1=C(C=CC=C1)C1=C(N=CN1CC=1C=CC(=C(NC)C1)[N+](=O)[O-])C1CC1 5-[[5-(2-chlorophenyl)-4-cyclopropyl-imidazol-1-yl]methyl]-N-methyl-2-nitro-aniline